P(=O)(OCCCN(CCCCCCCCC)CCCCCCCCC)(OCCCCCCCCC)[O-] 3-(dinonylamino)propyl nonyl phosphate